5-(8-fluoroimidazo[1,2-a]pyridin-6-yl)-N-(2,2,2-trifluoroethyl)-7H-pyrrolo[2,3-d]pyrimidin-2-amine FC=1C=2N(C=C(C1)C1=CNC=3N=C(N=CC31)NCC(F)(F)F)C=CN2